N1C(=[NH+]C=C1)[2H] imidazolium-d